Methyl (E)-3-(4-(((1r,3r,5R,7S)-adamantan-2-ylidene)(methoxy)methyl)-3-chloro-2-((4-(4,4,5,5-tetramethyl-1,3,2-dioxaborolan-2-yl)benzyl)oxy)phenyl)acrylate C12C(C3CC(CC(C1)C3)C2)=C(C2=C(C(=C(C=C2)/C=C/C(=O)OC)OCC2=CC=C(C=C2)B2OC(C(O2)(C)C)(C)C)Cl)OC